7-fluoro-6-amino-2H-1,4-benzoxazine-3(4H)-one FC1=CC2=C(NC(CO2)=O)C=C1N